1-[4-[7-(2-fluoro-3-methoxy-1-naphthyl)-2-(3-morpholinopropoxy)-6,8-dihydro-5H-pyrido[3,4-d]pyrimidin-4-yl]piperazin-1-yl]prop-2-en-1-one FC1=C(C2=CC=CC=C2C=C1OC)N1CC=2N=C(N=C(C2CC1)N1CCN(CC1)C(C=C)=O)OCCCN1CCOCC1